C(C)(C)(C)OC(=O)N1CCC(CC1)CCC1=C(SC(=C1)C)C(=O)OC 4-(2-(2-(methoxycarbonyl)-5-methylthiophen-3-yl)ethyl)piperidine-1-carboxylic acid tert-butyl ester